FC=1C=2N(C=C(C1)C1=CNC=3N=C(N=CC31)NC=3C=NC(=CC3)N3CCN(CC3)C)C=CN2 5-(8-fluoroimidazo[1,2-a]pyridin-6-yl)-N-(6-(4-methylpiperazin-1-yl)pyridin-3-yl)-7H-pyrrolo[2,3-d]pyrimidin-2-amine